6-bromo-4-chloro-N'-(2,6-diethylphenyl)pyrrolo[1,2-b]pyridazine-3-carboximidamide BrC=1C=C2N(N=CC(=C2Cl)C(N)=NC2=C(C=CC=C2CC)CC)C1